(S)-3-(1-(3-((2-(3,5-dimethyl-1H-pyrazol-4-yl)-5-fluoropyridin-4-yl)oxy)azetidine-1-carbonyl)-4,5-dihydro-1H-pyrazol-5-yl)-5-fluorobenzonitrile CC1=NNC(=C1C1=NC=C(C(=C1)OC1CN(C1)C(=O)N1N=CC[C@H]1C=1C=C(C#N)C=C(C1)F)F)C